O1CC(=CC1)C1=CC(=C2CN(C(C2=C1)=O)C1=CC(=CC=C1)C1(COC1)CC1=NN=CN1C)C(F)(F)F 6-(2,5-dihydrofuran-3-yl)-2-(3-(3-((4-methyl-4H-1,2,4-triazol-3-yl)methyl)oxetan-3-yl)phenyl)-4-(trifluoromethyl)isoindolin-1-on